C(\C=C(\C)/CCC=C1CCC1)(=O)[O-] methanonerate